ClC1=C(C=C(C=C1)F)C1(N(C(C2=C3C=CC(=NC3=CC(=C21)NC(C2=CC(=CC(=C2)F)C(F)(F)F)=O)OC)=O)CC2=CC=C(C=C2)OC)O N-[3-(2-chloro-5-fluorophenyl)-3-hydroxy-7-methoxy-2-[(4-methoxyphenyl)methyl]-1-oxo-2,3-dihydro-1H-pyrrolo[4,3-f]quinolin-4-yl]-5-fluoro-3-(trifluoromethyl)benzamide